1-(1,3-dihydro-2H-isoindol-2-yl)-2-(pyrimidin-2-ylsulfanyl)ethanone C1N(CC2=CC=CC=C12)C(CSC1=NC=CC=N1)=O